C1(CC1)CC(=O)NC1CCNCC1 cyclopropyl-N-(piperidin-4-yl)acetamide